COC(=O)C1=C(C=NC=C1)NC[C@H]1CCCC2=CC(=CC=C12)SC1=CC(=CC=C1)F 3-({[(1S)-6-[(3-fluorophenyl)thio]-1,2,3,4-tetrahydronaphthalen-1-yl]methyl}amino)pyridine-4-carboxylic acid methyl ester